3-(4-tert-butylphenyl)butyraldehyde C(C)(C)(C)C1=CC=C(C=C1)C(CC=O)C